8-(4-chlorophenyl)[2]benzoxepino[3,4-f]-1,3-benzodioxol-11(6H)-one ClC1=CC=C(C=C1)C1=CC2=C(C(C=3C(=CC4=C(OCO4)C3)OC2)=O)C=C1